tert-butyl (2-(2-bromo-6-chloropyridin-4-yl)-2-hydroxyethyl)((S)-2-hydroxypropyl)-carbamate BrC1=NC(=CC(=C1)C(CN(C(OC(C)(C)C)=O)C[C@H](C)O)O)Cl